C(C)(C)(C)S(=O)(=O)N1CC2=C(CC1)C(=NN2)C(=O)N2CCC(CC2)C2=C(C=CC=C2)C(F)(F)F (6-(tert-butylsulfonyl)-4,5,6,7-tetrahydro-1H-pyrazolo[3,4-c]pyridin-3-yl)(4-(2-(trifluoromethyl)phenyl)piperidin-1-yl)methanone